CN(C=1N(C=C([N+]1C)C)C)C 2-dimethylamino-4-methyl-1,3-dimethylimidazolium